O1CCN(CC1)CCOC1=CC(=C(NC2=CC=C(C(=N2)OC2=CC=CC=C2)C(C)=O)C=C1)[N+](=O)[O-] 1-[6-[4-(2-morpholinoethoxy)-2-nitro-anilino]-2-phenoxy-3-pyridinyl]ethanone